isooctyl 1,2-cyclohexanedicarboxylate C1(C(CCCC1)C(=O)[O-])C(=O)OCCCCCC(C)C